3-[4-[(5-methylsulfanyl-1,2,4-triazol-1-yl)methyl]phenyl]-5-(trifluoromethyl)-1,2,4-oxadiazole CSC1=NC=NN1CC1=CC=C(C=C1)C1=NOC(=N1)C(F)(F)F